S1C(=NC2=C1C=CC=C2)NC2=C(C=C(N=N2)N(C=2SC=C(N2)C(=O)O)CCCC(CN2CCOCC2)O)C 2-[[6-(1,3-Benzothiazol-2-ylamino)-5-methyl-pyridazin-3-yl]-(4-hydroxy-5-morpholino-pentyl)amino]thiazole-4-carboxylic acid